P(=O)(OOC1=CC=CC=C1)(OOCCCCCCCCCCCCCCCC)[O-] phenoxy cetyloxy phosphate